C(C)(C)NC(O[C@H]1CO[C@H](C1)C=1C=NC(=NC1)NC1=CC=C(C=C1)S(N)(=O)=O)=O |o1:6,9| rel-(3R,5R)-5-{2-[(4-sulfamoylphenyl)amino]pyrimidin-5-yl}oxolan-3-yl N-isopropylcarbamate